trivinyl-fluorosilane C(=C)[Si](F)(C=C)C=C